N2-(2-ethoxy-4-(4-methyl-4H-1,2,4-triazol-3-yl)phenyl)-6-methyl-N8-(1-(tetrahydro-2H-pyran-4-yl)ethyl)pyrido[3,4-d]pyrimidine-2,8-diamine C(C)OC1=C(C=CC(=C1)C1=NN=CN1C)NC=1N=CC2=C(N1)C(=NC(=C2)C)NC(C)C2CCOCC2